C(CCCCC)C1OC1 hexyl-oxirane